3-((2-(((benzyloxy)carbonyl)amino)ethyl)(tert-butyloxycarbonyl)amino)pyrrolidine-1-carboxylic acid tert-butyl ester C(C)(C)(C)OC(=O)N1CC(CC1)N(C(=O)OC(C)(C)C)CCNC(=O)OCC1=CC=CC=C1